(3S)-4-amino-3-methyl-N-((1R)-spiro[2.4]heptan-1-yl)-N-((5-(trifluoromethyl)-2-pyridinyl)methyl)-1,3-dihydrofuro[3,4-c]quinoline-8-carboxamide NC1=NC=2C=CC(=CC2C2=C1[C@@H](OC2)C)C(=O)N(CC2=NC=C(C=C2)C(F)(F)F)[C@@H]2CC21CCCC1